S1C2=C(C=C1)CSC2 4,6-dihydrothieno[3,4-b]thiophene